O[C@@H]1CN(C[C@H]1O)C1=C(C=C2C(C(=CN(C2=N1)C1=C(C=C(C=C1F)F)F)C(=O)NCC(F)(F)F)=O)F 7-[(3R,4R)-3,4-dihydroxypyrrolidin-1-yl]-6-fluoro-4-oxo-N-(2,2,2-trifluoroethyl)-1-(2,4,6-trifluorophenyl)-1,4-dihydro-1,8-naphthyridine-3-carboxamide